ClC1=CC(=C(C=C1)[C@H]1C=CC=2C=CC=3CCN(C(C3C2O1)C)CC1=NC2=C(N1C[C@H]1OCC1)C=C(C=C2OC)C(=O)O)OC([2H])([2H])[2H] (((2R)-2-(4-chloro-2-(methoxy-d3)phenyl)-10-methyl-7,10-dihydro-2H-pyrano[3,2-H]isoquinolin-9(8H)-yl)methyl)-4-methoxy-1-(((S)-oxetan-2-yl)methyl)-1H-benzo[d]imidazole-6-carboxylic acid